CN1N=CC(=C1)C1=CC2=C(OCCO2)C(=C1)N1CCOCC1 6-(1-methyl-1H-pyrazol-4-yl)-8-morpholino-2,3-dihydrobenzo[b][1,4]dioxine